N-(3-Aminopropyl)-3-((2-chlorophenyl)amino)quinoxaline-2-carboxamide NCCCNC(=O)C1=NC2=CC=CC=C2N=C1NC1=C(C=CC=C1)Cl